2-Oxo-2-[rac-(2R,5S)-2-(1-ethylindazol-5-yl)-5-methyl-1-piperidyl]acetamide Ethyl-2-oxo-2-[rac-(2R,5S)-2-(1-ethylindazol-5-yl)-5-methyl-1-piperidyl]acetate C(C)OC(C(N1[C@H](CC[C@@H](C1)C)C=1C=C2C=NN(C2=CC1)CC)=O)=O.O=C(C(=O)N)N1[C@H](CC[C@@H](C1)C)C=1C=C2C=NN(C2=CC1)CC |r|